2-(3-bromo-5-hydroxy-benzylideneamino)-3-(4-hydroxyphenyl)propanoic acid BrC=1C=C(C=NC(C(=O)O)CC2=CC=C(C=C2)O)C=C(C1)O